3-chloro-5-nitro-2-(4-(2,2,3,3,8,8,9,9-octamethyl-4,7-dioxa-3,8-disilahexadecan-5-yl)-2H-1,2,3-triazol-2-yl)pyridine ClC=1C(=NC=C(C1)[N+](=O)[O-])N1N=CC(=N1)C(O[Si](C(C)(C)C)(C)C)CO[Si](C(CCCCCCC)(C)C)(C)C